2-methoxy-N-(2-methyl-1-(pyridin-2-yloxy)propan-2-yl)-5,6,7,8-tetrahydroquinoline-3-carboxamide COC1=NC=2CCCCC2C=C1C(=O)NC(COC1=NC=CC=C1)(C)C